4-(2-(4-(3-isopropyl-1,2,4-oxadiazol-5-yl)piperidin-1-yl)thiazolo[5,4-b]pyridin-5-yl)-N-(2-methoxyethyl)benzamide C(C)(C)C1=NOC(=N1)C1CCN(CC1)C=1SC2=NC(=CC=C2N1)C1=CC=C(C(=O)NCCOC)C=C1